[Si]([O-])([O-])([O-])[O-].[Mg+2].[Ca+2].[Ba+2].C1(CC1)C(=O)N1[C@H]([C@H](C(C1)(F)F)NS(=O)(=O)CC)CC=1C(=C(C=CC1)C1=CC(=CC=C1)F)F N-{(2S,3R)-1-(cyclopropanecarbonyl)-2-[(2,3'-difluoro[1,1'-biphenyl]-3-yl)methyl]-4,4-difluoropyrrolidin-3-yl}ethanesulfonamide barium calcium magnesium silicate